Benzyl (R)-2-(((benzyloxy)carbonyl)amino)-3-(7-cyclopropylthieno[3,2-b]pyridine-2-carboxamido)propanoate C(C1=CC=CC=C1)OC(=O)N[C@@H](C(=O)OCC1=CC=CC=C1)CNC(=O)C1=CC2=NC=CC(=C2S1)C1CC1